ClC1=CC=C(C=C1)C(C)NC1CCC(CC1)(F)F N-(1-(4-Chlorophenyl)ethyl)-4,4-difluorocyclohexan-1-amine